1,1,1,3,5,5,5-heptamethyl-3-(((6aR,10aR)-6,6,9-trimethyl-3-pentyl-6a,7,8,10a-tetrahydro-6H-benzo[c]chromen-1-yl)oxy)trisiloxane C[Si](O[Si](O[Si](C)(C)C)(OC1=C2[C@H]3[C@H](C(OC2=CC(=C1)CCCCC)(C)C)CCC(=C3)C)C)(C)C